(S)-1-ethyl-6-((4-((2-hydroxy-1-phenylethyl)amino)-5-(3-(2-hydroxypropan-2-yl)-1,2,4-oxadiazol-5-yl)pyrimidin-2-yl)amino)-1,2-dihydro-3H-pyrazolo[3,4-b]pyridin-3-one C(C)N1NC(C=2C1=NC(=CC2)NC2=NC=C(C(=N2)N[C@H](CO)C2=CC=CC=C2)C2=NC(=NO2)C(C)(C)O)=O